NC1=C(C=2C(=NC=C(N2)C(C)(C)O)N1C1=C(C(=CC=C1C)O)C)C(=O)N R-6-amino-5-(3-hydroxy-2,6-dimethyl-phenyl)-2-(1-hydroxy-1-methyl-ethyl)pyrrolo[2,3-b]pyrazine-7-carboxamide